FC=1C=C(C=CC1C1CCN(CC1)C)NC1=CC=NC2=CC(=CC=C12)C1=CC=C(C=C1)OC N-(3-fluoro-4-(1-methylpiperidin-4-yl)phenyl)-7-(4-methoxyphenyl)quinolin-4-amine